6-cyclopropyl-5-fluoro-2-((2-methylpyridin-3-yl)amino)nicotinonitrile C1(CC1)C1=NC(=C(C#N)C=C1F)NC=1C(=NC=CC1)C